OC(C(=O)C1=CC=C(C=C1)OCCO)(C)C 2-hydroxy-1-(4-(2-hydroxyethoxy)-phenyl)-2-methylpropan-1-one